2-vinyl-phenyl-magnesium chloride C(=C)C1=C(C=CC=C1)[Mg]Cl